potassium 2-(4-methylbenzoyl)hydrazine CC1=CC=C(C(=O)NN)C=C1.[K]